N(C1=CC=CC=C1)C1=CC(=NC=N1)C=O (6-(anilino)pyrimidin-4-yl)methanone